(S)-N-(5-(2-(2-aminopyridin-3-yl)-5-phenyl-3H-imidazo[4,5-b]pyridin-3-yl)-2,3-dihydro-1H-inden-1-yl)-6-chloro-4-formyl-5-hydroxypicolinamide NC1=NC=CC=C1C1=NC=2C(=NC(=CC2)C2=CC=CC=C2)N1C=1C=C2CC[C@@H](C2=CC1)NC(C1=NC(=C(C(=C1)C=O)O)Cl)=O